3-benzyl-5-(2-hydroxyethyl)-4-methyl-thiazole chloride salt [Cl-].C(C1=CC=CC=C1)N1CSC(=C1C)CCO